2-((1R,2R)-1-(2-chloro-5-fluorophenyl)-1-(1-methyl-1H-pyrazol-4-yl)propan-2-yl)-5-hydroxy-N-(isoxazol-4-yl)-1-methyl-6-oxo-1,6-dihydropyrimidine-4-carboxamide ClC1=C(C=C(C=C1)F)[C@H]([C@@H](C)C=1N(C(C(=C(N1)C(=O)NC=1C=NOC1)O)=O)C)C=1C=NN(C1)C